[N+](=O)([O-])C1=CC=CC=2N=COC21 7-nitrobenzo[d]oxazole